BrC=1C=C2C=NC(=NC2=C(C1)F)N1CCN(C2(COC2)C1)C(=O)OC(C)(C)C tert-butyl 8-(6-bromo-8-fluoroquinazolin-2-yl)-2-oxa-5,8-diazaspiro[3.5]-nonane-5-carboxylate